C1(=CC=C(C=C1)C1=NC(=NC(=N1)C1=C(C=CC=C1)Br)C1=CC=CC=C1)C1=CC=CC=C1 2-([1,1'-biphenyl]-4-yl)-4-(2-bromophenyl)-6-phenyl-1,3,5-triazine